methyl 1-{8-[(tert-butoxycarbonyl)amino]octyl}-3-methylindazole-6-carboxylate C(C)(C)(C)OC(=O)NCCCCCCCCN1N=C(C2=CC=C(C=C12)C(=O)OC)C